isopropyl trans-N-[4-[5-[2-(ethylsulfamoyl)-4-(hydroxy-methyl)phenyl]thiazol-2-yl]cyclohexyl]carbamate C(C)NS(=O)(=O)C1=C(C=CC(=C1)CO)C1=CN=C(S1)[C@@H]1CC[C@H](CC1)NC(OC(C)C)=O